C1(CC1)N1CN(C2=NC(=CC=C21)C(F)(F)F)C=2C=C1C=NNC1=CC2 N-Cyclopropyl-3-(1H-indazol-5-yl)-5-(trifluoromethyl)imidazo[4,5-b]pyridine